Methyl-(2RS)-{[4-(difluoromethyl)-1-(2-fluorophenyl)-5-(6-fluoropyridin-3-yl)-1H-pyrazol-3-yl]oxy}-(methoxy)acetat COC([C@H](OC)OC1=NN(C(=C1C(F)F)C=1C=NC(=CC1)F)C1=C(C=CC=C1)F)=O |r|